C(CCC(=O)[O-])(=O)OC=CCCC pentenyl succinate